N[C@H]1[C@@H](C1)C1=CC=C(C=C1)NC(CCCCCCC(=O)NO)=O trans-N1-(4-(2-aminocyclopropyl)phenyl)-N8-hydroxyoctanediamide